(3r,4r)-1-(5,6-difluoro-1-(5-quinolinylmethyl)-1H-benzoimidazol-2-yl)-4-fluoro-3-piperidinamine FC1=CC2=C(N(C(=N2)N2C[C@H]([C@@H](CC2)F)N)CC2=C3C=CC=NC3=CC=C2)C=C1F